3-(4,4-Difluoropiperidin-1-yl)-4-(4-(2-(4,4-difluoropiperidin-1-yl)-6-methylpyrimidin-4-yl)-1H-pyrazole-1-yl)aniline FC1(CCN(CC1)C=1C=C(N)C=CC1N1N=CC(=C1)C1=NC(=NC(=C1)C)N1CCC(CC1)(F)F)F